ClC1=CC(=C(C=O)C=C1)C#CC1=CC=CC=C1 4-chloro-2-(2-phenylethynyl)benzaldehyde